5-((5-(4-((1r,3r)-3-((2-(4-(dimethylamino)phenyl)benzo[d]thiazol-6-yl)oxy)cyclobutoxy)piperidin-1-yl)pentyl)oxy)-2-(2,6-dioxopiperidin-3-yl)isoindoline-1,3-dione CN(C1=CC=C(C=C1)C=1SC2=C(N1)C=CC(=C2)OC2CC(C2)OC2CCN(CC2)CCCCCOC=2C=C1C(N(C(C1=CC2)=O)C2C(NC(CC2)=O)=O)=O)C